(4-t-butoxycarbonylmethoxyphenyl)diphenylsulfonium 6-(5-(furan-2-yl)isoxazole-3-carboxamido)hexyl-5-((3aS,4S,6aR)-2-oxohexahydro-1H-thieno[3,4-d]imidazol-4-yl)pentanoate O1C(=CC=C1)C1=CC(=NO1)C(=O)NCCCCCCOC(CCCC[C@@H]1SC[C@@H]2NC(N[C@@H]21)=O)=O.C(C)(C)(C)OC(=O)COC2=CC=C(C=C2)[S+](C2=CC=CC=C2)C2=CC=CC=C2